N=1N(N=CC1)C1=C(C=CC=C1)C(=O)N1[C@@H]2[C@@H](C[C@H](C1)C2)NC2=NC=C(C=C2)C(F)F (2-(2H-1,2,3-triazol-2-yl)phenyl)((1S,4S,6R)-6-((5-(difluoromethyl)pyridin-2-yl)amino)-2-azabicyclo[2.2.1]heptan-2-yl)methanone